(3-chloro-2-fluorophenyl)[4-[[6-(2-thiazolylamino)-2-pyridinyl]methyl]-1-piperazinyl]-methanone ClC=1C(=C(C=CC1)C(=O)N1CCN(CC1)CC1=NC(=CC=C1)NC=1SC=CN1)F